COC1=C(C=CC=C1)C=1C=CC=C2C=NC(=NC12)NC1=CC(=NN1C(C)C)C1CCNCC1 8-(2-methoxyphenyl)-N-[3-(piperidin-4-yl)-1-isopropyl-1H-pyrazol-5-yl]quinazolin-2-amine